5,7-dibromo-2,3-dihydro-thieno[3,4-b][1,4]Dithiin BrC=1SC(=C2SCCSC21)Br